C1(CC1)C1=NN(C=2C(N(N=CC21)CC(=O)N[C@@H](C)C2=CC(=C(C=C2)C)F)=O)C (S)-2-(3-cyclopropyl-1-methyl-7-oxo-1,7-dihydro-6H-pyrazolo[3,4-d]pyridazin-6-yl)-N-(1-(3-fluoro-4-methylphenyl)ethyl)acetamide